BrC=1C=C(C(=C(C1)Cl)F)Cl 5-Bromo-1,3-dichloro-2-fluorobenzol